2-(6-(((R)-1-(3-(difluoromethyl)-2-fluorophenyl)ethyl)amino)-5-(1,3-dioxolane-2-yl)-2-methoxypyrimidin-4-yl)-N-(3-fluoropyridin-4-yl)propanamide FC(C=1C(=C(C=CC1)[C@@H](C)NC1=C(C(=NC(=N1)OC)C(C(=O)NC1=C(C=NC=C1)F)C)C1OCCO1)F)F